C1(CC1)NC1CN(CC1)C=1N=NC(=CN1)C1=C2C=NNC2=C(C=C1)N1N=CC=C1 N-cyclopropyl-1-[6-(7-pyrazol-1-yl-1H-indazol-4-yl)-1,2,4-triazin-3-yl]pyrrolidin-3-amine